di-tert-butyl 1-(5-((4-(tert-butoxycarbonyl)piperazin-1-yl)sulfonyl)thiophen-2-yl)hydrazine-1,2-dicarboxylate C(C)(C)(C)OC(=O)N1CCN(CC1)S(=O)(=O)C1=CC=C(S1)N(NC(=O)OC(C)(C)C)C(=O)OC(C)(C)C